Methyl 4-(p-tolyloxy)benzoate C1(=CC=C(C=C1)OC1=CC=C(C(=O)OC)C=C1)C